BrC1=NN(C(=C1)C(=O)NC=1C(=CC=2N(C1C(=O)NCCSC)N=CC2)C)C2=NC=CC=C2Cl 6-(3-Bromo-1-(3-chloropyridin-2-yl)-1H-pyrazol-5-carboxamido)-5-methyl-N-(2-(methylthio)ethyl)pyrazolo[1,5-a]pyridin-7-carboxamid